[Cu].[Si].[Al] aluminum-silicon copper